F[C@H]1[C@H](CN(C1)C=1C=NC=CC1)NC(OC(C)(C)C)=O tert-butyl ((3S,4R)-4-fluoro-1-(pyridin-3-yl)pyrrolidin-3-yl)carbamate